COC(CC12C3C4C5(C(C14)C2C53)C(CC(=O)OC)=O)=O methyl 3-((1r,2R,3r,8S)-4-(2-methoxy-2-oxoethyl) cuban-1-yl)-3-oxopropanoate